tert-butyl (2S)-4-[1-(2,6-dioxo-1-{[2-(trimethylsilyl)ethoxy]methyl}piperidin-3-yl)-3-methyl-2-oxo-1,3-benzodiazol-5-yl]-2-isopropylpiperazine-1-carboxylate O=C1N(C(CCC1N1C(N(C2=C1C=CC(=C2)N2C[C@@H](N(CC2)C(=O)OC(C)(C)C)C(C)C)C)=O)=O)COCC[Si](C)(C)C